C(C)(C)(C)OC(NC=1N(C2=CC(=CC(=C2C1)F)OC)C1CCC1)=O (1-cyclobutyl-4-fluoro-6-methoxy-1H-indol-2-yl)carbamic acid tert-butyl ester